5-ethynyl-6-fluoro-4-(8-fluoro-4-(methyl(((S)-pyrrolidin-2-yl)methyl)amino)-2-(8-methyl-3,8-diazabicyclo[3.2.1]octan-3-yl)pyrido[4,3-d]pyrimidin-7-yl)quinolin-2(1H)-one C(#C)C1=C2C(=CC(NC2=CC=C1F)=O)C1=C(C=2N=C(N=C(C2C=N1)N(C[C@H]1NCCC1)C)N1CC2CCC(C1)N2C)F